3-(2-(6,7-Dichloro-10-(1H-pyrazol-4-yl)-3,4-dihydropyrazino[1,2-a]indol-2(1H)-yl)-2-oxoethyl)-1-methylpyrrolidin-2-one ClC1=C(C=CC=2C(=C3N(C12)CCN(C3)C(CC3C(N(CC3)C)=O)=O)C=3C=NNC3)Cl